O=C1CC(C(C1)C(=O)OC)C(=O)OC Dimethyl 4-oxocyclopentane-1,2-dicarboxylate